(S)-2-(4-(6-((4-chloro-2-cyanobenzyl)oxy)pyridin-2-yl)-2,5-difluorobenzyl)-1-(4,4-dimethyltetrahydrofuran-3-yl)-1H-benzo[d]imidazole-6-carboxylic acid ClC1=CC(=C(COC2=CC=CC(=N2)C2=CC(=C(CC3=NC4=C(N3[C@@H]3COCC3(C)C)C=C(C=C4)C(=O)O)C=C2F)F)C=C1)C#N